(R)-N-(5-cyclopropyl-2-((2-methoxyethyl)carbamoyl)phenyl)-3-(3-fluoro-4-methylphenyl)-3-(1,2,4-thiadiazol-5-yl)pyrrolidine-1-carboxamide C1(CC1)C=1C=CC(=C(C1)NC(=O)N1C[C@](CC1)(C1=NC=NS1)C1=CC(=C(C=C1)C)F)C(NCCOC)=O